C(#N)C1=CNC2=C(C=CC(=C12)C)NS(=O)(=O)C1=CC=C(C=C1)S(=O)(=O)N1C[C@@H]2N([C@H](C1)C2)C(=O)OC(C)(C)C tert-butyl (1R,5S)-3-((4-(N-(3-cyano-4-methyl-1H-indol-7-yl)sulfamoyl) phenyl)sulfonyl)-3,6-diazabicyclo[3.1.1]heptane-6-carboxylate